ClC=1C(=C(C=CC1)O)Cl dichlorophenyl alcohol